C1(=CC=CC=C1)C1=C(C=CC=2[SH+]C3=C(C21)C=CC=C3)C(C3=CC=C(C=C3)OC)(OC(CC)=O)OC(CC)=O Phenyl-2-[dipropioxy-(4-methoxyphenyl)methyl]dibenzothiophenium